N-(2-(N-(4-ethoxyphenyl)sulfamoyl)-3-methylphenyl)-4-phenoxybenzamide C(C)OC1=CC=C(C=C1)NS(=O)(=O)C1=C(C=CC=C1C)NC(C1=CC=C(C=C1)OC1=CC=CC=C1)=O